ClC1=C(C=CC=C1NC1=CC(=CC=C1)OC(C)C)[C@@]1(CC(N(C(N1)=N)C1CCOCC1)=O)C (6S)-6-[2-Chloro-3-(3-isopropoxyanilino)phenyl]-2-imino-6-methyl-3-(tetrahydropyran-4-yl)hexahydropyrimidin-4-one